C(C)(=O)N1C(NC(C1CC=1SC=CC1)=O)=S 1-acetyl-5-(thiophen-2-ylmethyl)-2-thioxoimidazolidin-4-one